N-(2-(diethylamino)ethyl)-1-((2-methoxynaphthalen-1-yl)methyl)-2-naphthalenamide C(C)N(CCNC(=O)C1=C(C2=CC=CC=C2C=C1)CC1=C(C=CC2=CC=CC=C12)OC)CC